glycerol tris(2-ethyl-2,5-dimethylhexanoate) C(C)C(C(=O)OCC(OC(C(CCC(C)C)(C)CC)=O)COC(C(CCC(C)C)(C)CC)=O)(CCC(C)C)C